2-[2-oxo-3(S)-[3-phenyl-2(S)-sulfanylpropionamido]-2,3,4,5-tetrahydro-1H-1-benzazepin-1-yl]acetic acid O=C1N(C2=C(CC[C@@H]1NC([C@H](CC1=CC=CC=C1)S)=O)C=CC=C2)CC(=O)O